(2S,5R)-2-(1,3-Bis(4-fluorophenyl)-1H-pyrazol-4-yl)-3-(4-methoxyphenethyl)-5-methyloxazolidin-4-one FC1=CC=C(C=C1)N1N=C(C(=C1)[C@@H]1O[C@@H](C(N1CCC1=CC=C(C=C1)OC)=O)C)C1=CC=C(C=C1)F